methyl 2-cyano-5-(1-isobutyryl-1,2,3,6-tetrahydropyridin-4-yl)-4'-nitro-[1,1'-biphenyl]-3-carboxylate C(#N)C1=C(C=C(C=C1C(=O)OC)C=1CCN(CC1)C(C(C)C)=O)C1=CC=C(C=C1)[N+](=O)[O-]